C[C@H]1[C@H](C1)C(=O)NC=1N=CC2=C(N=CC(=C2C1)C1=NN2C(C=CC(=C2)C)=N1)NC (1S,2R)-2-methyl-N-(5-(6-methyl-[1,2,4]triazolo[1,5-a]pyridin-2-yl)-8-(methylamino)-2,7-naphthyridin-3-yl)cyclopropane-1-carboxamide